1-(5-Amino-4-methoxypyrazolo[1,5-c]pyrimidin-3-yl)-2,2,2-trifluoroethan-1-one NC1=C(C=2N(C=N1)N=CC2C(C(F)(F)F)=O)OC